ClC1=CC=C(C=C1)[C@@]1(N(C(C2=CC(=CC=C12)C(CN1[C@H](CN(CC1)C)C)(C)O)=O)CC1=NC=C(C=C1)Cl)OC (3R)-3-(4-chlorophenyl)-2-[(5-chloropyridin-2-yl)methyl]-6-{1-[(2S)-2,4-dimethylpiperazin-1-yl]-2-hydroxypropan-2-yl}-3-methoxy-2,3-dihydro-1H-isoindol-1-one